ClC=1C=C(C2=C(OCCO2)C1)N1CCN(CC1)C 7-chloro-5-(4-methylpiperazin-1-yl)-2,3-dihydro-1,4-benzodioxine